benzo[d][1,3,2]-dioxaborolane O1BOC2=C1C=CC=C2